(5-Chloro-2-isopropylaminopyridin-4-yl)-1H-pyrrole-2-carboxylic acid [1-(3-chlorophenyl)-2-hydroxyethyl]amide monoHCl Cl.ClC=1C=C(C=CC1)C(CO)NC(=O)C=1N(C=CC1)C1=CC(=NC=C1Cl)NC(C)C